2-[4-(hydroxymethyl)cyclohexyl]-5-nitro-6-[(1S,4S)-2-oxa-5-azabicyclo[2.2.1]heptan-5-yl]isoindolin-1-one OCC1CCC(CC1)N1C(C2=CC(=C(C=C2C1)[N+](=O)[O-])N1[C@@H]2CO[C@H](C1)C2)=O